[(3R)-4-methylmorpholin-3-yl]methanol CN1[C@@H](COCC1)CO